C(C)(C)(C)OC(N(C)CC1=CC2=NC(=CC=C2N1)C1=NC(=CC(=N1)N1[C@H](COCC1)CC)CS(=O)(=O)C)=O tert-butyl-(S)-((5-(4-(3-ethylmorpholino)-6-((methylsulfonyl)methyl)pyrimidin-2-yl)-1H-pyrrolo[3,2-b]pyridin-2-yl)methyl)(methyl)carbamate